4-(Difluoromethyl)-5-fluoro-N-(8-fluoro-6-oxo-1,2,3,4,5,6-hexahydrobenzo[c][1,7]naphthyridin-1-yl)-N-methyl-1H-indole-2-carboxamide FC(C1=C2C=C(NC2=CC=C1F)C(=O)N(C)C1C=2C3=C(C(NC2CNC1)=O)C=C(C=C3)F)F